ClC1=CC2=C(N(C(N=C2N2[C@H](CN([C@@H](C2)C)C(C=C)=O)C)=O)C=2C(=NC=CC2C)C(C)C)N=C1C1=C(C=CC(=C1)C)F (M)-6-Chloro-4-[(2S,5R)-2,5-dimethyl-4-prop-2-enoyl-piperazin-1-yl]-7-(2-fluoro-5-methyl-phenyl)-1-(2-isopropyl-4-methyl-3-pyridyl)pyrido[2,3-d]pyrimidin-2-one